tert-butyl (3-(4-(3-(2,6-dioxopiperidin-3-yl)phenyl)piperazin-1-yl)propyl)carbamate O=C1NC(CCC1C=1C=C(C=CC1)N1CCN(CC1)CCCNC(OC(C)(C)C)=O)=O